COC(C)=O methylacetate